(1S,2R)-2-(benzyloxy)-4,4-difluorocyclohexyl methanesulfonate CS(=O)(=O)O[C@@H]1[C@@H](CC(CC1)(F)F)OCC1=CC=CC=C1